3,8-bis(hydroxymethyl)tricyclo[5.2.1.02,6]decane OCC1C2C3CC(C(C2CC1)C3)CO